ClC1=CC=C2C(=CNC2=C1)CC#N 2-(6-chloro-1H-indol-3-yl)acetonitrile